(S)-1-(4-fluorobenzyl)-3-(4-isobutoxybenzyl)-1-((1-methylpiperidin-3-yl)methyl)urea FC1=CC=C(CN(C(=O)NCC2=CC=C(C=C2)OCC(C)C)C[C@@H]2CN(CCC2)C)C=C1